ClC=1C=CC=C2C=CC=C(C12)C1=NC=C2C3=C(C=NC2=C1F)N(C(C1N3CC(NC1)CS(=O)(=O)C)=O)C 3-(8-chloronaphthalen-1-yl)-4-fluoro-7-methyl-11-((methylsulfonyl)methyl)-9,10,11,12-tetrahydro-7H-pyrazino[1',2':4,5]pyrazino[2,3-c][1,6]naphthyridin-8(8aH)-one